4-cyclobutyl-2-((1s,4r,5r)-5-((5-cyclopropyl-3-(2,6-dichlorophenyl)isoxazol-4-yl)methoxy)-3-oxo-2-azabicyclo[2.2.1]heptan-2-yl)benzo[d]thiazole-6-carboxylic acid C1(CCC1)C1=CC(=CC2=C1N=C(S2)N2[C@@H]1C[C@H]([C@H](C2=O)C1)OCC=1C(=NOC1C1CC1)C1=C(C=CC=C1Cl)Cl)C(=O)O